NC1=CC=C(C=N1)N1CCC(CC1)(O)CO[Si](C)(C)C(C)(C)C 1-(6-aminopyridin-3-yl)-4-{[(tert-butyldimethylsilyl)oxy]methyl}piperidin-4-ol